C=CC(CCCCCC)=O 1-Nonene-3-one